4-(4-hydroxy-4-Methyl-pentyl)cyclohexene-1-carbaldehyde OC(CCCC1CC=C(CC1)C=O)(C)C